1-Phenylvinylene carbonate C1(OC(=CO1)C1=CC=CC=C1)=O